3-(3-(1,4-dimethyl-1H-benzo[d][1,2,3]triazol-5-yl)acryloyl)-4-phenyl-oxazolidin-2-one CN1N=NC2=C1C=CC(=C2C)C=CC(=O)N2C(OCC2C2=CC=CC=C2)=O